butyl-[2-(4-iodo-5-methyl-pyrazol-1-yl)cyclohexoxy]-dimethyl-silane C(CCC)[Si](C)(C)OC1C(CCCC1)N1N=CC(=C1C)I